4,5-dimethyl-1,3-benzothiazol-2-amine CC1=C(C=CC2=C1N=C(S2)N)C